ClC1=NC=NC(=C1NC(=O)C=1N=CN(C1)C)N1C[C@H](CC1)F (S)-N-(4-chloro-6-(3-fluoropyrrolidin-1-yl)pyrimidin-5-yl)-1-methyl-1H-imidazole-4-carboxamide